(R)-((6-(1H-benzo[d]imidazol-4-yl)-4-(3-methylmorpholino)pyridin-2-yl)imino)dimethyl-λ6-sulfanone N1C=NC2=C1C=CC=C2C2=CC(=CC(=N2)N=S(=O)(C)C)N2[C@@H](COCC2)C